FC1=C(CC=2NC(=NN2)C(=O)NC2=NC=CC(=C2)C2=C(C=CC(=C2)OCCOC(C)C)C(F)(F)F)C=CC=C1 5-(2-Fluorobenzyl)-N-(4-(5-(2-Isopropoxyethoxy)-2-(trifluoromethyl)phenyl)pyridin-2-yl)-4H-1,2,4-triazole-3-carboxamide